[Br-].C(C)C1=C(C=CC=C1)P(C1=CC=CC=C1)C1=CC=CC=C1 ethyl-(triphenylphosphine) bromide